[Ge].[Cu].[Ag] silver-copper-germanium